C(CCCC)C1CCC(CC1)C1CCC(CC1)C1=CC=C(C=C1)O 4-(4'-pentyl-[1,1'-bicyclohexane]-4-yl)phenol